ethyl (3-fluorocyclohexyl) disulfide FC1CC(CCC1)SSCC